COC1=CC=C(C=C1)C=1C=C(C=C2NC(C(NC12)C)=O)C(=O)OC methyl 8-(4-methoxyphenyl)-2-methyl-3-oxo-1,2,3,4-tetrahydroquinoxaline-6-carboxylate